CC(=CCC1=C(C=C(C(=C1O)S(=O)(=O)C1=CC=CC=C1)CCCCC)O)CCC=C(C)C 2-(3,7-dimethylocta-2,6-dien-1-yl)-5-pentyl-4-(phenylsulfonyl)benzene-1,3-diol